(1-(6-(1,1-difluoroethyl)pyrazin-2-yl)-3-(3-(dimethylamino)-3-methylpyrrolidin-1-yl)-1H-pyrazolo[4,3-c]pyridin-6-yl)acetamide FC(C)(F)C1=CN=CC(=N1)N1N=C(C=2C=NC(=CC21)CC(=O)N)N2CC(CC2)(C)N(C)C